2-fluoro-N-(9-oxo-2-(trifluoromethyl)-9H-indeno[2,1-d]pyrimidin-7-yl)propionamide FC(C(=O)NC1=CC=2C(C=3N=C(N=CC3C2C=C1)C(F)(F)F)=O)C